tert-Butyl 3-[2-chloro-5-(hydroxymethyl)phenyl]-1,4-oxazepane-4-carboxylate ClC1=C(C=C(C=C1)CO)C1COCCCN1C(=O)OC(C)(C)C